C(C1=CC=CC=C1)OC1=C2C(=C(N(C2=CC=C1)C1=CC=C(C=C1)F)C(CCO)(C)C)C1=CC=C(C(=O)OC)C=C1 methyl 4-[4-benzyloxy-1-(4-fluorophenyl)-2-(3-hydroxy-1,1-dimethyl-propyl)indol-3-yl]benzoate